divinyl undecanedioate C(CCCCCCCCCC(=O)OC=C)(=O)OC=C